C1(CC1)C[C@@H]1CC2=CC=C(C=C2CC1)O (1R,2R)-2-(Cyclopropylmethyl)-6-hydroxy-1,2,3,4-tetrahydronaphthalen